C12OCC(C1)(C2)C=2N=C1N(C=C(C(=C1)OC1CCC1)C(=O)O)C2 2-(2-oxabicyclo[2.1.1]hexan-4-yl)-7-cyclobutoxyimidazo[1,2-a]pyridine-6-carboxylic acid